2-methylthio-N6-isopenten-yladenine CSC1=NC(=C2NC=NC2=N1)NC=CC(C)C